C1(CC1)OC1=CC=C2C(=N1)C1=C(C(NCC1)C1=CC=CC3=CC=CC=C13)N2 2-cyclopropoxy-6-(naphthalen-1-yl)-6,7,8,9-tetrahydro-5H-pyrrolo[3,2-b:5,4-c']dipyridine